N-[[5-[5-(difluoromethyl)-1,3,4-oxadiazol-2-yl]-3-fluoro-2-pyridyl]methyl]-N-(4-fluorophenyl)thiomorpholin-4-sulfonamide FC(C1=NN=C(O1)C=1C=C(C(=NC1)CN(S(=O)(=O)N1CCSCC1)C1=CC=C(C=C1)F)F)F